(2S,3R)-3-((2-aminopyridin-4-yl)methyl)-N2-(1-methyl-1H-pyrazol-3-yl)-N1-((R)-1-(2,3-dimethylphenyl)propyl)-N2-methyl-4-oxoazetidine-1,2-dicarboxamide NC1=NC=CC(=C1)C[C@@H]1[C@H](N(C1=O)C(=O)N[C@H](CC)C1=C(C(=CC=C1)C)C)C(=O)N(C)C1=NN(C=C1)C